2-[Cyclopropyl-[[5-(trifluoromethyl)-2-pyridyl]methyl]amino]-2-oxo-acetate C1(CC1)N(C(C(=O)[O-])=O)CC1=NC=C(C=C1)C(F)(F)F